6'-chloro-1'-(furan-3-yl)-2'-oxo-1,3-dihydrospiro[indene-2,3'-indoline]-5-carboxylic acid ClC1=CC=C2C3(C(N(C2=C1)C1=COC=C1)=O)CC1=CC=C(C=C1C3)C(=O)O